2-(4-ethyl-6-methylpyrazolo[1,5-a]pyrazin-2-yl)-9-methyl-7-(1,2,3,6-tetrahydropyridin-4-yl)-4H-pyrido[1,2-a]pyrimidin-4-one C(C)C=1C=2N(C=C(N1)C)N=C(C2)C=2N=C1N(C(C2)=O)C=C(C=C1C)C=1CCNCC1